2-fluoro-2-((1-(4-fluorobenzyl)piperidin-4-yl)methyl)-5,6-dimethoxy-2,3-dihydrobenzo[b]thiophene 1,1-dioxide FC1(CC2=C(S1(=O)=O)C=C(C(=C2)OC)OC)CC2CCN(CC2)CC2=CC=C(C=C2)F